N,N'-bis(2,3-dihydroxypropyl)-2,4,6-triiodoisophthalamide OC(CNC(C1=C(C(C(=O)NCC(CO)O)=C(C=C1I)I)I)=O)CO